N-((1-benzylpyrrolidin-3-yl)methyl)-1-(3-(4-methoxyphenyl)-1,2,4-oxadiazol-5-yl)piperidine-4-carboxamide C(C1=CC=CC=C1)N1CC(CC1)CNC(=O)C1CCN(CC1)C1=NC(=NO1)C1=CC=C(C=C1)OC